(R)-Methyl 2-fluoro-4-(2-hydroxy-3-(1H-tetrazol-1-yl)propoxy)benzoate FC1=C(C(=O)OC)C=CC(=C1)OC[C@@H](CN1N=NN=C1)O